N-(8,8-difluoro-6,6a,7,8,9,10-hexahydrodipyrido[3,2-b:1',2'-d][1,4]oxazin-4-yl)-4-((2-hydroxyethyl)sulfonamido)-2-(6-azaspiro[2.5]octan-6-yl)benzamide FC1(CC2N(C3=C(OC2)C(=CC=N3)NC(C3=C(C=C(C=C3)NS(=O)(=O)CCO)N3CCC2(CC2)CC3)=O)CC1)F